C=CCCC=CCCC=C 1,5,9-dectriene